C(CCCCCCC)C=1N=C(OC1)CC(C(=O)OC(C)(C)C)=C tert-butyl 2-((4-octyloxazol-2-yl)methyl)acrylate